C(=C)C1=CC=C(C=C1)CC1=CC=C(C=C1)C=C di(4-vinyl-phenyl)methane